tert-butyl (3S)-3-[4-[5-chloro-2-fluoro-4-(oxetan-3-ylmethoxy)anilino] pyrido[3,2-d]pyrimidin-6-yl]oxypyrrolidine-1-carboxylate ClC=1C(=CC(=C(NC=2C3=C(N=CN2)C=CC(=N3)O[C@@H]3CN(CC3)C(=O)OC(C)(C)C)C1)F)OCC1COC1